[I-].C[N+](C)=C N,N-dimethyl-methyleneammonium iodide